(S)-8-chloro-6-(((1-(1-(difluoromethyl)cyclopropyl)-1H-1,2,3-triazol-4-yl)(5-methylthiazol-4-yl)methyl)amino)-4-(neopentylamino)quinoline-3-carbonitrile ClC=1C=C(C=C2C(=C(C=NC12)C#N)NCC(C)(C)C)N[C@@H](C=1N=CSC1C)C=1N=NN(C1)C1(CC1)C(F)F